FC1=CC=C2C=C(N=CC2=C1C#C[Si](C(C)C)(C(C)C)C(C)C)N 7-fluoro-8-((triisopropylsilyl)ethynyl)isoquinolin-3-amine